[N+](=O)([O-])C1=C(C=CC(=C1F)[N+](=O)[O-])CC#N 2,4-dinitrofluorobenzene-acetonitrile